(4-Hydroxy-piperidin-1-yl)-[3-(pyrazin-2-ylamino)-1-(2,2,2-trifluoro-ethyl)-1H-pyrazolo[4,3-c]pyridin-6-yl]-methanone OC1CCN(CC1)C(=O)C1=CC2=C(C=N1)C(=NN2CC(F)(F)F)NC2=NC=CN=C2